C1CC12N(CCOC2)CCN2C(C(=C(C1=CC=CN=C21)O)C(=O)NC2CCC(CC2)C)=O 1-(2-(7-oxa-4-azaspiro[2.5]octan-4-yl)ethyl)-4-hydroxy-N-((1s,4s)-4-methylcyclohexyl)-2-oxo-1,2-dihydro-1,8-naphthyridine-3-carboxamide